3-((3-((Dimethylamino)methyl)azetidine-1-carbonyl)oxy)propane-1,2-diyl bis(decanoate) C(CCCCCCCCC)(=O)OCC(COC(=O)N1CC(C1)CN(C)C)OC(CCCCCCCCC)=O